C(C)OC(C1=C(C=CC=C1)OC(C(F)F)(F)F)=O 2-(1,1,2,2-tetrafluoroethoxy)benzoic acid ethyl ester